CN(CCN(C)C)C N,N,N',N'-Tetramethylethylenediamine